N-(5-bromo-4-methoxy-pyrimidin-2-yl)-6-chloro-1H-indole-3-sulfonamide BrC=1C(=NC(=NC1)NS(=O)(=O)C1=CNC2=CC(=CC=C12)Cl)OC